(3S)-N-[(1S)-1-(2,3-dichloro-6-hydroxyphenyl)ethyl]pyrrolidine-3-carboxamide ClC1=C(C(=CC=C1Cl)O)[C@H](C)NC(=O)[C@@H]1CNCC1